NC1=C2C(=NC=N1)N(N=C2C(F)F)C(C)C=2C(=C(C(=C(C#N)C2)F)C2CN(C2)C[C@H](C)O)OC 5-(1-(4-amino-3-(difluoromethyl)-1H-pyrazolo[3,4-d]pyrimidin-1-yl)ethyl)-2-fluoro-3-(1-((S)-2-hydroxypropyl)azetidin-3-yl)-4-methoxybenzonitrile